4-(4-(6-trifluoromethyl-1-Boc-1H-indol-3-yl)thiophene-2-yl)-4-oxobutyric acid methyl ester COC(CCC(=O)C=1SC=C(C1)C1=CN(C2=CC(=CC=C12)C(F)(F)F)C(=O)OC(C)(C)C)=O